4-(2,2-Difluoro-1,3-benzodioxol-5-yl)-5-[4-[(3S)-1-(3-fluoropropyl)pyrrolidin-3-yl]oxyphenyl]-2,3-dihydro-1-benzothiepin-8-ol FC1(OC2=C(O1)C=CC(=C2)C=2CCSC1=C(C2C2=CC=C(C=C2)O[C@@H]2CN(CC2)CCCF)C=CC(=C1)O)F